ethyl 3-(2-amino-3-fluoro-4-(hydroxymethyl)phenyl)-1-methyl-1H-pyrazole-4-carboxylate NC1=C(C=CC(=C1F)CO)C1=NN(C=C1C(=O)OCC)C